N,6-dimethyl-5-(4-((2-(piperidine-2-carboxamido)pyridin-4-yl)methyl)piperazin-1-yl)picolinamide CNC(C1=NC(=C(C=C1)N1CCN(CC1)CC1=CC(=NC=C1)NC(=O)C1NCCCC1)C)=O